(2R)-2-[(2-amino-5-{[(1S)-1-phenylethyl]sulfanyl}-[1,3]thiazolo[4,5-d]pyrimidin-7-yl)amino]-4-methylpentan NC=1SC2=C(N=C(N=C2N[C@H](C)CC(C)C)S[C@@H](C)C2=CC=CC=C2)N1